4-(2-(4-fluoro-2,6-dimethylphenoxy)-5-(2-hydroxypropan-2-yl)phenyl)-6-methyl-7-oxo-N-phenyl-6,7-dihydrothieno[2,3-c]pyridine-2-carboxamide FC1=CC(=C(OC2=C(C=C(C=C2)C(C)(C)O)C=2C3=C(C(N(C2)C)=O)SC(=C3)C(=O)NC3=CC=CC=C3)C(=C1)C)C